C(C)OC(\C=C\C(NC=1SC(=CN1)C1=CC=CC=C1)=O)=O (E)-3-(5-Phenyl-thiazol-2-ylcarbamoyl)-acrylic acid ethyl ester